C(CCCCC(C)C)C(=O)C(C1=CC=CC=C1)=O benzoyl isooctyl ketone